[5-ethoxy-4-iodo-2-[(1-tetrahydropyran-2-yloxycyclopropyl)methyl]pyrazol-3-yl]methanol C(C)OC=1C(=C(N(N1)CC1(CC1)OC1OCCCC1)CO)I